N-(3-fluorophenyl)-2-(1H-imidazol-1-yl)-6-(oxetan-3-yloxy)pyrimidine-4-carboxamide FC=1C=C(C=CC1)NC(=O)C1=NC(=NC(=C1)OC1COC1)N1C=NC=C1